C(C1=CC=CC=C1)N1CC(OCC1)(F)F 4-benzyl-2,2-difluoromorpholine